C1(CC1)OC=1C=C2CCN(CC2=CC1N)C 6-Cyclopropoxy-2-methyl-1,2,3,4-tetrahydroisoquinolin-7-amine